BrC=1C=CC=2N(C3=CC=C(C=C3C2C1)C1=NC(=NC(=N1)C1=CC=CC=C1)C1=CC=CC=C1)C1=CC=CC=C1 3-bromo-6-(4,6-diphenyl-1,3,5-triazin-2-yl)-9-phenyl-9H-carbazole